N8-(3,5-dichlorophenyl)-N2-(1-methylcyclopropyl)-9-(pyrrolidin-3-yl)-9H-purine-2,8-diamine ClC=1C=C(C=C(C1)Cl)NC=1N(C2=NC(=NC=C2N1)NC1(CC1)C)C1CNCC1